C1=CC=CC=2C3=CC=CC=C3C(C12)COC(=O)N1CC2=CC(=C(C=C2CC1)C=1C(=C(N(C1)C)C)C(=O)O)C(=O)N1CC2=CC=CC=C2C[C@H]1C [2-(9H-fluoren-9-ylmethoxycarbonyl)-7-[(3R)-3-methyl-3,4-dihydro-1H-isoquinoline-2-carbonyl]-3,4-dihydro-1H-isoquinolin-6-yl]-1,2-dimethyl-pyrrole-3-carboxylic acid